C(C)(C)(C)OC(=O)N(C(OC(C)(C)C)=O)C=1N=CC2=C(C=C(C(=C2C1)CNC1CC(C1)OC1=CC(=NC=C1)C(F)(F)F)F)CO tert-butyl (tert-butoxycarbonyl)(6-fluoro-8-(hydroxymethyl)-5-((((1r,3r)-3-((2-(trifluoromethyl)pyridin-4-yl)oxy)cyclobutyl)amino)methyl)isoquinolin-3-yl)carbamate